BrC1=NN2C(N(C(CC2)=O)CC2=CC=C(C=C2)C=2N(C=C(N2)C(F)(F)F)COCC[Si](C)(C)C)=C1 2-bromo-4-(4-(4-(trifluoromethyl)-1-((2-(trimethyl-silyl)ethoxy)methyl)-1H-imidazol-2-yl)benzyl)-6,7-dihydropyrazolo[1,5-a]pyrimidin-5(4H)-one